ClC=1C(=CC2=C([C@@H]([C@](O2)(C2=CC=CC=C2)CNC2CCC(CC2)(C)O)C)C1C1=C(C(=O)N)C=CC(=C1F)OCCO)F 2-((2s,3s,4s)-5-chloro-6-fluoro-2-(((cis-4-hydroxy-4-methylcyclohexyl)amino)methyl)-3-methyl-2-phenyl-2,3-dihydrobenzofuran-4-yl)-3-fluoro-4-(2-hydroxyethoxy)benzamide